3-(bromomethyl)-5-chloro-pyridine-2-carboxylic acid methyl ester COC(=O)C1=NC=C(C=C1CBr)Cl